((2-(3'-((4-(((2-acetamidoethyl)amino)methyl)-2-chloro-5-((3-cyanobenzyl)oxy)phenoxy)methyl)-2,2'-dimethyl-[1,1'-biphenyl]-3-yl)-6-(difluoromethoxy)benzo[d]oxazol-5-yl)methyl)-L-proline C(C)(=O)NCCNCC1=CC(=C(OCC=2C(=C(C=CC2)C2=C(C(=CC=C2)C=2OC3=C(N2)C=C(C(=C3)OC(F)F)CN3[C@@H](CCC3)C(=O)O)C)C)C=C1OCC1=CC(=CC=C1)C#N)Cl